C(C)(C)(C)N1CCC(CC1)N1N=NC(=C1)C(C=1N=NN(C1)C)NC=1C=C2C(=C(C=NC2=C(C1)Cl)C#N)NC1=CC(=C(C=C1)F)Cl 6-(((1-(1-(tert-butyl)piperidin-4-yl)-1H-1,2,3-triazol-4-yl)(1-methyl-1H-1,2,3-triazol-4-yl)methyl)amino)-8-chloro-4-((3-chloro-4-fluorophenyl)amino)quinoline-3-carbonitrile